3-{5-[(5-chlorothiophen-2-yl)methoxy]-4-cyano-1H-pyrazol-3-yl}-1-(pyrrolidine-1-carbonyl)pyrrolidine-2-carboxylic acid ClC1=CC=C(S1)COC1=C(C(=NN1)C1C(N(CC1)C(=O)N1CCCC1)C(=O)O)C#N